FC1=C(OCC(=O)N(C)C)C=C(C(=C1C)CC1=C(C(=C(C=C1)O)C(C)C)F)C 2-(2-fluoro-4-(2-fluoro-4-hydroxy-3-isopropylbenzyl)-3,5-dimethylphenoxy)-N,N-dimethylacetamide